S(=O)(=O)(O)C(C(=O)OCC(CCCC)CC)CC(=O)OCC(CCCC)CC.[Na] sodium di(2-ethylhexyl) sulphosuccinate